C1(=C(C(=C(C(=C1[2H])[2H])[2H])[2H])[2H])C1=C(C(=CC=C1)C1=C(C(=C(C(=C1[2H])[2H])[2H])[2H])[2H])NC1=CC2=C(OC3=C2C=CC=C3)C=C1NC1=CC(=CC=C1)OC1=CC=3N(C2=CC=CC=C2C3C=C1)C1=NC=CC(=C1)C(C)(C)C N2-([1,1':3',1''-Terphenyl]-2'-yl-2,2'',3,3'',4,4'',5,5'',6,6''-d10)-N3-(3-((9-(4-(tert-butyl)pyridin-2-yl)-9H-carbazol-2-yl)oxy)phenyl)dibenzo[b,d]furan-2,3-diamine